3-[{2-[bis(2-thienylmethyl)amino]-2-oxoethyl}(butyl)amino]-N,N-bis(2-thienylmethyl)propionamide methyl-N-(tert-butoxycarbonyl)-N-methyl-D-phenylalaninate COC([C@H](N(C)C(=O)OC(C)(C)C)CC1=CC=CC=C1)=O.S1C(=CC=C1)CN(C(CN(CCC(=O)N(CC=1SC=CC1)CC=1SC=CC1)CCCC)=O)CC=1SC=CC1